C[C@H](C(=O)[O-])CO (S)-2-methyl-3-hydroxypropionate